2-[(2Z)-2-(aminomethyl)-3-fluoroprop-2-en-1-yl]-4-(3,4-difluorophenyl)-2,4-dihydro-3H-1,2,4-triazol-3-one NC/C(/CN1N=CN(C1=O)C1=CC(=C(C=C1)F)F)=C/F